C1(=CC=CC=C1)C(C(=O)[O-])CCC phenyl-propylacetate